(S)-1-{6-[(4-{2-[(R)-tetrahydrofuran-3-ylamino]-6-(m-cyanophenyl)-4-pyrimidinyl}-1H-1,2,3-triazol-1-yl)methyl]-2-pyridinyl}-2-pyrrolidinecarboxylic acid O1C[C@@H](CC1)NC1=NC(=CC(=N1)C=1N=NN(C1)CC1=CC=CC(=N1)N1[C@@H](CCC1)C(=O)O)C1=CC(=CC=C1)C#N